4-methyl-1-naphthol CC1=CC=C(C2=CC=CC=C12)O